The molecule is an organic cation consisting of 1,8-dimethyl-3-(4-methylanilino)phenazine carrying additional phenyl and amino substituents at positions 5 and 7 respectively. One of four components of mauvaine, a syntheteic violet-coloured dye. It has a role as a histological dye. It is an organic cation and a member of phenazines. CC1=CC=C(C=C1)NC2=CC3=[N+](C4=C(C=C(C(=C4)N)C)N=C3C(=C2)C)C5=CC=CC=C5